ClC=1C=C(C=CC1F)C(NC(=O)[C@H]1NC(NC1)=O)C1C=2C=C(C=CC2C1)F (4S)-N-((3-chloro-4-fluorophenyl)(4-fluorobicyclo[4.2.0]oct-1(6),2,4-trien-7-yl)methyl)-2-oxoimidazolidine-4-carboxamide